tert-butyl (E)-4-((3-((4R,5S)-7-ethyl-6-oxo-1-phenyl-5-(3-(trifluoromethyl)benzamido)-4,5,6,7-tetrahydro-1H-pyrazolo[3,4-b]pyridin-4-yl)benzyl)amino)but-2-enoate C(C)N1C2=C([C@H]([C@@H](C1=O)NC(C1=CC(=CC=C1)C(F)(F)F)=O)C=1C=C(CNC/C=C/C(=O)OC(C)(C)C)C=CC1)C=NN2C2=CC=CC=C2